ClC1=C(C=C(C=C1)C(F)(F)F)C1=NN(C=C1)C1=CC=C(C(=O)O)C=C1 4-(3-(2-chloro-5-(trifluoromethyl)phenyl)-1H-pyrazol-1-yl)benzoic acid